(2S)-3-cyclopropyl-2-[9H-fluoren-9-yl-methoxycarbonyl-(methyl)amino]propanoic acid C1(CC1)C[C@@H](C(=O)O)N(C)C(=O)OCC1C2=CC=CC=C2C=2C=CC=CC12